1-(4-(2-chloro-5-(trifluoromethoxy)phenyl)-5-(isopropylsulfanyl)thiazol-2-yl)-4-(3-fluorophenyl)-3-methyl-1H-pyrazole-5-carboxylic acid ClC1=C(C=C(C=C1)OC(F)(F)F)C=1N=C(SC1SC(C)C)N1N=C(C(=C1C(=O)O)C1=CC(=CC=C1)F)C